C12(CC(C1)C2)NC2=C1N=CN(C1=NC(=N2)I)[C@H]2[C@@H]([C@@H]([C@@]1(C[C@H]21)C#N)O)O (1R,2R,3S,4R,5S)-4-(6-(bicyclo[1.1.1]pentan-1-ylamino)-2-iodo-9H-purin-9-yl)-2,3-dihydroxybicyclo[3.1.0]hexane-1-carbonitrile